N-(3-methoxybenzyl)-3-((4-methylpiperazin-1-yl)methyl)-N-(4-(pyrrolidin-1-yl)benzyl)aniline COC=1C=C(CN(C2=CC(=CC=C2)CN2CCN(CC2)C)CC2=CC=C(C=C2)N2CCCC2)C=CC1